(2S,4R)-1-((R)-2-(8-azidooctanamido)-3,3-dimethylbutanoyl)-4-hydroxy-N-(4-(4-methylthiazol-5-yl)benzyl)pyrrolidine-2-carboxamide N(=[N+]=[N-])CCCCCCCC(=O)N[C@@H](C(=O)N1[C@@H](C[C@H](C1)O)C(=O)NCC1=CC=C(C=C1)C1=C(N=CS1)C)C(C)(C)C